7-[[1-(2,6-dioxo-3-piperidyl)-2-oxo-benzo[cd]indol-6-yl]methylamino]-7-oxo-heptanoic acid O=C1NC(CCC1N1C(C2=C3C(C(=CC=C13)CNC(CCCCCC(=O)O)=O)=CC=C2)=O)=O